FC1=CC=C(C=C1)CN1C(=NOC1=O)CC1=CC=NC=C1 4-[(4-fluorophenyl)methyl]-3-(pyridin-4-ylmethyl)-4,5-dihydro-1,2,4-oxadiazol-5-one